heptafluoropentyl-ammonium FC(C(F)(F)[NH3+])(CCC(F)(F)F)F